3-amino-1-(3-(cyclooctylmethoxy)phenyl)propan-1-ol NCCC(O)C1=CC(=CC=C1)OCC1CCCCCCC1